Oxomalonic acid O=C(C(=O)O)C(=O)O